4-((4-(4-cyanophenyl)-5-methoxypyrimidin-2-yl)amino)-N-(5-((diethylamino)methyl)-2-methylphenyl)benzamide tert-butyl-N-[2-(2-oxo-2,3-dihydro-1H-indol-3-yl)ethyl]carbamate C(C)(C)(C)OC(NCCC1C(NC2=CC=CC=C12)=O)=O.C(#N)C1=CC=C(C=C1)C1=NC(=NC=C1OC)NC1=CC=C(C(=O)NC2=C(C=CC(=C2)CN(CC)CC)C)C=C1